ClC=1C=CC(=C(CN2C[C@@H](CC2)CNC(OC(C)(C)C)=O)C1)OCC1CC1 tert-butyl (S)-((1-(5-chloro-2-(cyclopropylmethoxy)benzyl)pyrrolidin-3-yl)methyl)carbamate